caprohydroxamic acid C(CCCCC)(=O)NO